FC(C1=CC(=NC=N1)OC[C@@H]1CC[C@@]2(CCCN12)COC(C1=CC=CC=C1)(C1=CC=CC=C1)C1=CC=CC=C1)(F)F (3S,7aS)-3-(((6-(trifluoromethyl)pyrimidin-4-yl)oxy)methyl)-7a-((trityloxy)methyl)hexahydro-1H-pyrrolizine